5-isopropyl-1-(pyridin-2-yl)-1H-pyrazole-3-carboxylic acid C(C)(C)C1=CC(=NN1C1=NC=CC=C1)C(=O)O